benzyl (3S,7R)-3-(((benzyloxy)carbonyl)amino)-7-(((tert-butyldimethylsilyl)oxy)methyl)-2,3,4,7-tetrahydro-1H-azepine-1-carboxylate C(C1=CC=CC=C1)OC(=O)N[C@@H]1CN([C@H](C=CC1)CO[Si](C)(C)C(C)(C)C)C(=O)OCC1=CC=CC=C1